3-(3-Bromophenyl)-3-oxopropanenitrile BrC=1C=C(C=CC1)C(CC#N)=O